C1(=CC=CC=C1)C(C=O)=C phenylpropenealdehyde